methyl 2-(4-cyanophenyl)-2-(3,3-difluorocyclopentyl)acetate C(#N)C1=CC=C(C=C1)C(C(=O)OC)C1CC(CC1)(F)F